1-(4-Benzimidazol-1-yl-phenyl)-3-{5-tert-butyl-2-[2-(tert-butyl-dimethyl-siloxy)-ethyl]-2H-pyrazol-3-yl}-urea N1(C=NC2=C1C=CC=C2)C2=CC=C(C=C2)NC(=O)NC=2N(N=C(C2)C(C)(C)C)CCO[Si](C)(C)C(C)(C)C